Pyrrolo-Pyridin N1C=CC2=C1C=CC=N2